NC1=C(C(=CC=C1)F)C=1C(=CC2=C(N(C(N=C2N2C[C@@H](N(CC2)C(=O)OCC2=CC=CC=C2)CC#N)=O)C=2C(=NC=CC2CCC(=O)O)C(C)C)N1)F 3-(3-(7-(2-amino-6-fluorophenyl)-4-((S)-4-((benzyloxy)carbonyl)-3-(cyanomethyl)piperazin-1-yl)-6-fluoro-2-oxopyrido[2,3-d]pyrimidin-1(2H)-yl)-2-isopropylpyridin-4-yl)propionic acid